5-[(1R,4R)-2-oxa-5-azabicyclo[2.2.1]heptan-5-yl]pyrazolol [C@H]12OC[C@H](N(C1)C1=CC(=NN1)O)C2